((2-chloro-5-iodo-4-pyridinyl)amino)-2,2-dimethyl-propan-1-ol ClC1=NC=C(C(=C1)NC(C(C)(C)C)O)I